2-((7-chloro-3-ethyl-2,2-dioxo-3,4-dihydrospiro[benzo[d][1,2]thiazine-1,1'-cyclopropane]-2'-yl)methyl)isoindoline-1,3-dione ClC1=CC2=C(CN(S(C23C(C3)CN3C(C2=CC=CC=C2C3=O)=O)(=O)=O)CC)C=C1